(4-((2-amino-3-chloropyridin-4-yl)oxy)-3-fluorophenyl)-5-phenylthiophene-2-carboxamide NC1=NC=CC(=C1Cl)OC1=C(C=C(C=C1)C1=C(SC(=C1)C1=CC=CC=C1)C(=O)N)F